2-(4-methylpiperazine-1-carbonyl)cyclohexane-1-carboxylic acid CN1CCN(CC1)C(=O)C1C(CCCC1)C(=O)O